tert-Butyl (3S,4S)-3-hydroxy-4-(5-methyl-4-trimethylsilyl-triazol-1-yl)piperidine-1-carboxylate O[C@H]1CN(CC[C@@H]1N1N=NC(=C1C)[Si](C)(C)C)C(=O)OC(C)(C)C